C12CNCC(CC1)C2OC2=CC=CC(=N2)COC2=C(C=C(C#N)C=C2)F 4-((6-((3-azabicyclo[3.2.1]octan-8-yl)oxy)pyridin-2-yl)methoxy)-3-fluorobenzonitrile